2-(3-(2,4-difluorophenoxy)phenyl)-1,3-dioxolane FC1=C(OC=2C=C(C=CC2)C2OCCO2)C=CC(=C1)F